ClC1=C(N=C(S1)Cl)C(=O)N dichloro-1,3-thiazole-4-carboxamide